C(C)OC(C(C(=O)OCC)N1[SiH2]CCC1)C 2-ethoxy-2-methyl-1-(2-ethoxycarbonyl)ethyl-1-aza-2-silacyclopentane